C1(CCC1)C=1OC=2N=C3N(C(C2N1)=O)CCC3 2-cyclobutyl-6,7-dihydrooxazolo[5,4-d]pyrrolo[1,2-a]pyrimidin-9(5H)-one